(2S,3R)-3-(5-chloropyridin-2-yl)-N-(4-(2,6-dimethoxyphenyl)-5-(methoxymethyl)-4H-1,2,4-triazol-3-yl)butane-2-sulfonamide ClC=1C=CC(=NC1)[C@H]([C@H](C)S(=O)(=O)NC1=NN=C(N1C1=C(C=CC=C1OC)OC)COC)C